5-(azetidin-3-yloxy)-4-methylpyrimidine N1CC(C1)OC=1C(=NC=NC1)C